BrC1=CC(=CC=2C3(C4=CC(=CC=C4C12)C(C)(C)C)C1=CC=CC=C1C=1C=CC=CC13)C(C)(C)C 4-bromo-2,7-di-tert-butyl-9,9'-spirobi(fluorene)